[(1R,2R,3S,4R)-4-{[5-({4-[(1S)-1-(6-bromopyridin-2-yl)-1-hydroxyethyl]-2-thienyl}carbonyl)pyrimidin-4-yl]amino}-2,3-dihydroxycyclopentyl]methyl sulfamate S(N)(OC[C@@H]1[C@H]([C@H]([C@@H](C1)NC1=NC=NC=C1C(=O)C=1SC=C(C1)[C@](C)(O)C1=NC(=CC=C1)Br)O)O)(=O)=O